2-((3-(methylsulfonyl)-5-(trifluoromethoxy)benzyl)amino)pyrimidine-5-carboxylic acid ethyl ester C(C)OC(=O)C=1C=NC(=NC1)NCC1=CC(=CC(=C1)OC(F)(F)F)S(=O)(=O)C